(2R,3R)-2-(2,5-difluorophenyl)-3-((2-(pyridin-4-yl)ethyl)disulfanyl)-1-(1H-1,2,4-triazol-1-yl)butan-2-ol FC1=C(C=C(C=C1)F)[C@@](CN1N=CN=C1)([C@@H](C)SSCCC1=CC=NC=C1)O